N-[(1R,3S)-3-{[6-methyl-2-(trifluoromethyl)quinolin-4-yl]amino}cyclohexyl]-3-[(trifluoromethyl)sulfanyl]benzamide CC=1C=C2C(=CC(=NC2=CC1)C(F)(F)F)N[C@@H]1C[C@@H](CCC1)NC(C1=CC(=CC=C1)SC(F)(F)F)=O